4-(3-carboxy-3-hydroxy-2-butyl)nicotinic acid C(=O)(O)C(C(C)C1=CC=NC=C1C(=O)O)(C)O